5-ethyl-4-(4-(4-ethynyl-4-fluoropiperidin-1-yl)-8-fluoro-2-(((2R,7aS)-2-fluorotetrahydro-1H-pyrrolizin-7a(5H)-yl)methoxy)pyrido[4,3-d]pyrimidin-7-yl)-6-fluoronaphthalen-2-ol C(C)C1=C2C(=CC(=CC2=CC=C1F)O)C1=C(C=2N=C(N=C(C2C=N1)N1CCC(CC1)(F)C#C)OC[C@]12CCCN2C[C@@H](C1)F)F